C1(=CC(=C(C=C1)S(=O)(=O)O)C)C m-xylene-4-sulfonic acid